5-[(2R)-4-(2-cyclopropylpyrrolidine-1-carbonyl)-2-ethylpiperazin-1-yl]-2'-ethoxy-N-[(3R)-pyrrolidin-3-yl]-[2,3'-bipyridine]-6-carboxamide C1(CC1)C1N(CCC1)C(=O)N1C[C@H](N(CC1)C=1C=CC(=NC1C(=O)N[C@H]1CNCC1)C=1C(=NC=CC1)OCC)CC